hydroxylamine hydrogen fluoride salt F.NO